BrC=1C=CC(=NC1)C1(CC1)NC(OC(C)(C)C)=O tert-butyl N-[1-(5-bromopyridin-2-yl)cyclopropyl]carbamate